[4-[5-chloro-1-[(2R)-3,3,3-trifluoro-2-hydroxy-propyl]indazol-3-yl]piperidino]-[6-(5-cyclopropyl-4H-1,2,4-triazol-3-yl)-2-azaspiro[3.3]heptan-2-yl]methanone ClC=1C=C2C(=NN(C2=CC1)C[C@H](C(F)(F)F)O)C1CCN(CC1)C(=O)N1CC2(C1)CC(C2)C2=NN=C(N2)C2CC2